C(C)O[C@H](C(F)(F)F)C1=C(C=C(C=C1)[C@@H](CC(=O)O)CC)NC=1C=NC(=NC1)OCC (R)-3-(4-((S)-1-ethoxy-2,2,2-trifluoroethyl)-3-((2-ethoxypyrimidin-5-yl)amino)phenyl)pentanoic acid